2,3-dihydro-3,5-dipropoyloxy-6-methyl-4H-pyran-4-one C(CC)(=O)OC1COC(=C(C1=O)OC(CC)=O)C